6-methoxy-5-(morpholin-4-ylmethyl)pyridine-3-carboxylic acid COC1=C(C=C(C=N1)C(=O)O)CN1CCOCC1